2-(4-chlorophenyl)-N-(2,6-dimethylphenyl)-2-(6-oxoindazolo[2,3-a]quinoxalin-5(6H)-yl)acetamide ClC1=CC=C(C=C1)C(C(=O)NC1=C(C=CC=C1C)C)N1C(C=2N(C=3C=CC=CC13)N=C1C=CC=CC12)=O